COC(=O)C1=CC(C(C1)=CC1=CC2=CC=CC=C2C=C1)(C#N)C#N 3,3-dicyano-4-(naphthalen-2-ylmethylene)-cyclopent-1-ene-1-carboxylic acid methyl ester